N-ethoxy-N-methyl-thiocarbamic acid methyl ester COC(N(C)OCC)=S